methyl-1-(2-((1R,3S,5R)-3-((6-bromopyridin-2-yl)carbamoyl)-2-azabicyclo[3.1.0]hexan-2-yl)-2-oxoethyl)-1H-pyrrolo[2,3-b]pyridine CC1=CC=2C(=NC=CC2)N1CC(=O)N1[C@@H]2C[C@@H]2C[C@H]1C(NC1=NC(=CC=C1)Br)=O